Titanium (oxotitanium) oxide [O-2].O=[Ti+2].[Ti+4].[O-2].[O-2]